CN(C/C=C/C(=O)NCC=1N=C(C=2N(C1)C=CN2)C2=CC=C(C=C2)C(F)(F)F)C (E)-4-(Dimethylamino)-N-((8-(4-(trifluoromethyl)phenyl)imidazo[1,2-a]pyrazin-6-yl)methyl)but-2-enamide